4,5-dimethyl-4,5-dihydro-[1,2,5]thiadiazolo[3,4-c][1,7]naphthyridin CC1N(C=2C=NC=CC2C=2C1=NSN2)C